4-chlorosulfonyl-1-methyl-pyrrole-2-carbonyl chloride ClS(=O)(=O)C=1C=C(N(C1)C)C(=O)Cl